malonic acid diamide C(CC(=O)N)(=O)N